CN(C)C(OC)OC (dimethylamino)dimethoxymethane